N[C@@H]1CN(CC[C@H]1OCOC)C(=O)OC(C)(C)C (3R,4R)-tert-Butyl 3-amino-4-(methoxy-methoxy)piperidine-1-carboxylate